tert-butyl (R)-4-(6-(4-fluorophenyl)-4-((1-(2-(trifluoromethyl)pyrimidin-5-yl)ethyl)amino)quinazolin-8-yl)-3,6-dihydropyridine-1(2H)-carboxylate FC1=CC=C(C=C1)C=1C=C2C(=NC=NC2=C(C1)C=1CCN(CC1)C(=O)OC(C)(C)C)N[C@H](C)C=1C=NC(=NC1)C(F)(F)F